7-(2,3-dihydrobenzofuran-5-yloxy)-5-(4-ethyl-1,2,4-triazol-3-yl)-1-methyl-indazole O1CCC2=C1C=CC(=C2)OC=2C=C(C=C1C=NN(C21)C)C2=NN=CN2CC